ClC=1C=CC=C2C=CC=C(C12)N1CC=2N=C(N=C(C2CC1)N1CCN(CC1)C(=O)OC(C)(C)C)OC[C@H]1N(CCC1)C 1,1-di(methyl)ethyl 4-[(7R)-7-(8-chloro-1-naphthyl)-2-[[(1S,2S)-1-methylpyrrolidin-2-yl]methoxy]-6,8-dihydro-5H-pyrido[3,4-d]pyrimidin-4-yl]piperazine-1-carboxylate